ethyl 2-ethyl-4-(2-nitrophenyl)-5-oxo-1,4,5,7-tetrahydrofuro[3,4-b]pyridin-3-carboxylate C(C)C1=C(C(C2=C(N1)COC2=O)C2=C(C=CC=C2)[N+](=O)[O-])C(=O)OCC